C(C1=CC=CC=C1)OC(=O)N[C@@H]1C[C@@H](CC1)N1C[C@H]([C@H](C1)CNC(=O)OC(C)(C)C)CNC(OC(C)(C)C)=O Tert-butyl N-[[cis-1-[(1R,3S)-3-(benzyloxycarbonylamino)cyclopentyl]-4-[(tert-butoxycarbonylamino)methyl]pyrrolidin-3-yl]methyl]carbamate